5-fluoro-2-((4-hydroxypyrimidin-5-yl)oxy)benzoic acid methyl ester COC(C1=C(C=CC(=C1)F)OC=1C(=NC=NC1)O)=O